NC1=CC(=NC=C1)NS(=O)(=O)[O-] 4-aminopyridine-2-sulfamate